(2-methylimidazo[1,2-a]pyrimidin-3-yl)methanone CC=1N=C2N(C=CC=N2)C1C=O